1,2,3,4-tetrahydrobenzo[4,5]imidazo[1,2-a]pyrazine C1C=2N(CCN1)C1=C(N2)C=CC=C1